NC=1C=C2C(C(NC2=CC1)=O)=C(NC1=CC=C(C=C1)CN1CCCCC1)C1=CC=CC=C1 5-amino-3-(phenyl-((4-(piperidin-1-ylmethyl)phenyl)amino)methylene)indolin-2-one